The molecule is an N-acylserotonin obtained by formal condensation of the carboxy group of oleoic acid with the primary amino group of serotonin. It derives from an oleic acid. CCCCCCCC/C=C\\CCCCCCCC(=O)NCCC1=CNC2=C1C=C(C=C2)O